CC(C(=O)C1=C(C=C(C=C1O)O)O)CC 2-methyl-1-(2,4,6-trihydroxyphenyl)butan-1-one